methyl-(trans-3-(3-cyclopropyl-1H-indazol-1-yl)cyclobutyl)methanol tert-butyl-3-(4-((3-nitro-6-phenylpyridin-2-yl)amino)phenyl)azetidine-1-carboxylate C(C)(C)(C)C1N(CC1C1=CC=C(C=C1)NC1=NC(=CC=C1[N+](=O)[O-])C1=CC=CC=C1)C(=O)OC([C@@H]1C[C@H](C1)N1N=C(C2=CC=CC=C12)C1CC1)C